Cl.FC=1C(=C2C=CN=CC2=CC1)CNC1CC(C1)OC=1C=NC(=C(C1)C(F)(F)F)OC (1r,3r)-N-((6-fluoroisoquinolin-5-yl)methyl)-3-((6-methoxy-5-(trifluoromethyl)pyridin-3-yl)oxy)cyclobutan-1-amine hydrochloride